C(CCCCCCCCCCC)(=O)NN[C@@H](CCC(N)=O)C(=O)O.C(CCCCCCCCCCC)(=O)NN[C@@H](CCC(N)=O)C(=O)O.[Na] Sodium bis(lauramidoglutamine)